(S)-6-isopropyl-2-methoxy-3-(3-methoxypropoxy)-9-(1H-tetrazol-5-yl)-5,6-dihydro-10H-pyrido[1,2-h][1,7]naphthyridin-10-on C(C)(C)[C@@H]1CC=2C=C(C(=NC2C=2N1C=C(C(C2)=O)C2=NN=NN2)OC)OCCCOC